[PH4+].[NH4+] ammonium Phosphonium